C1(CC1)CCC(C(=O)NC=1C=NC(=CC1CC)C)NC(OC(C)(C)C)=O tertbutyl N-[4-cyclopropyl-1-[(4-ethyl-6-methylpyridin-3-yl)amino]-1-oxobutan-2-yl]carbamate